(3aS,3bS,5aR,11R,11aS)-10-{4-[(tert-butyldimethylsilyl)oxy]phenyl}-5a-hydroxy-11a-methyl-3,3a,3b,4,5,6,8,9,10,11-decahydro-2H-spiro[cyclopenta[a]phenanthrene-7,2'-[1,3]dioxolan]-1-one [Si](C)(C)(C(C)(C)C)OC1=CC=C(C=C1)C1C[C@]2([C@H]([C@@H]3CC[C@]4(CC5(OCCO5)CCC4=C13)O)CCC2=O)C